4-chloro-N-(5-((4-fluorophenyl)ethynyl)-3-methylpyridin-2-yl)-1-((3-isobutyryl-3-azabicyclo[3.1.1]heptan-6-yl)methyl)-1H-pyrazole-5-carboxamide ClC=1C=NN(C1C(=O)NC1=NC=C(C=C1C)C#CC1=CC=C(C=C1)F)CC1C2CN(CC1C2)C(C(C)C)=O